N1(C=NC=C1)C=1C=C2C(=C(N1)C(=O)NC1CCC(CC1)N(CC(F)(F)F)C)NN=C2 5-(1H-imidazol-1-yl)-N-((1r,4r)-4-(methyl(2,2,2-trifluoroethyl)amino)cyclohexyl)-1H-pyrazolo[3,4-c]pyridine-7-carboxamide